FC(C(C(=C(C(F)(F)F)F)F)(C(F)(F)F)F)(F)F nonafluoro-4-(trifluoromethyl)pent-2-ene